Benzyl (2R,5R)-5-[[4-[1-(benzenesulfonyl)-6-(3-methylisoxazol-4-yl)pyrrolo[2,3-b]pyridin-3-yl]-5-(trifluoromethyl)pyrimidin-2-yl]amino]-2-methyl-piperidine-1-carboxylate C1(=CC=CC=C1)S(=O)(=O)N1C=C(C=2C1=NC(=CC2)C=2C(=NOC2)C)C2=NC(=NC=C2C(F)(F)F)N[C@@H]2CC[C@H](N(C2)C(=O)OCC2=CC=CC=C2)C